1-((1-(2-(1-ethyl-1H-pyrazol-4-yl)-5-methoxy-4-nitrophenyl)piperidin-4-yl)methaneyl)piperazine C(C)N1N=CC(=C1)C1=C(C=C(C(=C1)[N+](=O)[O-])OC)N1CCC(CC1)CN1CCNCC1